C(C)(C)(C)OC(=O)N=[S@](=O)(C=1C(=NC(=CC1)C)Cl)N1[C@@H](CCC1)C(=O)OC methyl ((R)-N-(tert-butoxycarbonyl)-2-chloro-6-methylpyridine-3-sulfonimidoyl)-L-prolinate